(S)-2-((1-(3-(bis(4-fluorophenyl)methyl)-1,2,4-oxadiazol-5-yl)ethyl)carbamoyl)-4-methoxypyridin-3-yl butyrate C(CCC)(=O)OC=1C(=NC=CC1OC)C(N[C@@H](C)C1=NC(=NO1)C(C1=CC=C(C=C1)F)C1=CC=C(C=C1)F)=O